[Co+2].COC1=CC=C(C=C1)C=1C2=CC=C(N2)C(=C2C=CC(C(=C3C=CC(=C(C=4C=CC1N4)C4=CC=C(C=C4)OC)N3)C3=CC=C(C=C3)OC)=N2)C2=CC=C(C=C2)OC 5,10,15,20-tetrakis(4-methoxyphenyl)-21H,23H-porphin cobalt (II)